FC1=CC=C(C=C1)C1=CC=C(C=C1)CCC 4-fluoro-4'-propyl-biphenyl